8-tert-butyl-6-(2,6-dichlorophenyl)-2-{[4-(4-methylpiperazin-1-yl)phenyl]amino}pyrido[2,3-d]pyrimidin-5(8H)-one C(C)(C)(C)N1C=C(C(C2=C1N=C(N=C2)NC2=CC=C(C=C2)N2CCN(CC2)C)=O)C2=C(C=CC=C2Cl)Cl